CS(=O)(=O)NN1C(=NC=C1)C(=O)OCC ethyl 1-(methylsulfonamido)-1H-imidazole-2-carboxylate